CC1=C(C=CC=2N(C=NC21)C2=NC(SC1=C2C=CC=C1C)(C)C)C 4-(4,5-dimethyl-1H-benzo[d]imidazol-1-yl)-2,2,8-trimethyl-2H-benzo[e][1,3]thiazine